2-[(2S,5R)-2,5-dimethylpiperazin-1-yl]-5-(ethanesulfonyl)pyrimidine C[C@@H]1N(C[C@H](NC1)C)C1=NC=C(C=N1)S(=O)(=O)CC